ClC1=CC=C(O[C@H]2CCN3N=C(N=C32)NC3[C@H]2CN(C[C@@H]3CC2)C2=NC=NC(=C2)C)C=C1 (S)-7-(4-chlorophenoxy)-N-((1r,5S,8S)-3-(6-methylpyrimidin-4-yl)-3-azabicyclo[3.2.1]oct-8-yl)-6,7-dihydro-5H-pyrrolo[1,2-b][1,2,4]triazol-2-amine